decapentene C=CC=CC=CC=CC=C